C(C)(=O)NCC[C@@H](C)NC(=O)C=1C=NC2=C(C=CC=C2C1)C1=CCC(CC1)C(F)(F)F N-((R)-4-acetamidobutan-2-yl)-8-(4-(trifluoromethyl)cyclohex-1-en-1-yl)quinoline-3-carboxamide